CC1=NOC(=C1C)C(=O)NC(C)C1=CC=C(C=C1)NC(OCC1=CC=C(C=C1)Cl)=O 4-chlorobenzyl (4-(1-(3,4-dimethylisoxazole-5-carboxamido)ethyl)phenyl)carbamate